(1R,2R,4S,6R)-2-(hydroxymethyl)-2-(methoxymethyl)-6-methylquinuclidin-3-one OC[C@@]1(N2[C@@H](C[C@@H](C1=O)CC2)C)COC